COC=1C(OC(=CC1N1C([C@@H](CC1)OC)=O)C(=O)NC=1SC(=NN1)N1N=CC=C1C)=O (R)-3-methoxy-4-(3-methoxy-2-oxopyrrolidin-1-yl)-N-(5-(5-methyl-1H-pyrazol-1-yl)-1,3,4-thiadiazol-2-yl)-2-oxo-2H-pyran-6-carboxamide